(R)-benzyl 2-methylpiperazine-1-carboxylate C[C@H]1N(CCNC1)C(=O)OCC1=CC=CC=C1